(R)-N-(4-methoxy-5-((6-(3-(3-phenoxyphenyl)isoxazolidin-2-yl)pyrimidin-4-yl)amino)-2-(4-(piperazin-1-yl)piperidin-1-yl)-phenyl)acrylamide COC1=CC(=C(C=C1NC1=NC=NC(=C1)N1OCC[C@@H]1C1=CC(=CC=C1)OC1=CC=CC=C1)NC(C=C)=O)N1CCC(CC1)N1CCNCC1